C(C)(=O)[O-].[Ni+2].C(C)(=O)[O-] nickel acetic acid salt